(3S)-3-[4-(1,4-oxaazepan-4-ylmethyl)phenyl]-2,3-dihydro[1,4]dioxino[2,3-b]pyridine O1CCN(CCC1)CC1=CC=C(C=C1)[C@H]1COC=2C(=NC=CC2)O1